9,9-Di(dodecyl)-9H-fluorene C(CCCCCCCCCCC)C1(C2=CC=CC=C2C=2C=CC=CC12)CCCCCCCCCCCC